[Na].O1C(=CC=C1)C(=O)O furoic acid sodium